OC(CN(CCCOC(=O)N[C@@H](CC1=CC=CC=C1)C(=O)OCCCN(CC(CCCCCCCCCC)O)CC(CCCCCCCCCC)O)CC(CCCCCCCCCC)O)CCCCCCCCCC 3-(bis(2-hydroxydodecyl)amino)propyl ((3-(bis(2-hydroxydodecyl)amino)propoxy)carbonyl)-L-phenylalaninate